4-chloro-2-(3,3-difluorocyclobutoxy)-5-(5-methylisoxazol-4-yl)aniline ClC1=CC(=C(N)C=C1C=1C=NOC1C)OC1CC(C1)(F)F